5-[2-(Imidazol-1-yl)ethyl]quinoline N1(C=NC=C1)CCC1=C2C=CC=NC2=CC=C1